(2S,6S)-6-((4-bromophenoxy)methyl)-2-(2,2-difluoroethyl)-2-methyl-1,4-dioxan BrC1=CC=C(OC[C@@H]2COC[C@](O2)(C)CC(F)F)C=C1